3-((4-((S)-3-(3-chloropyridin-2-yloxy)pyrrolidin-1-yl)-3-(2-hydroxyethyl)phenyl)(hydroxy)methyl)benzonitrile ClC=1C(=NC=CC1)O[C@@H]1CN(CC1)C1=C(C=C(C=C1)C(C=1C=C(C#N)C=CC1)O)CCO